BrC1=NC=C(C(=C1)C1=CC=2N(C(=N1)S)N=CC2)OC 5-(2-bromo-5-methoxypyridin-4-yl)pyrazolo[1,5-c]Pyrimidine-7-thiol